ethyl 2-(2-((5-(3-(aminomethyl)phenyl)-1-isopropyl-1H-indazol-3-yl)(phenyl)methoxy)phenyl)acetate NCC=1C=C(C=CC1)C=1C=C2C(=NN(C2=CC1)C(C)C)C(OC1=C(C=CC=C1)CC(=O)OCC)C1=CC=CC=C1